C(C)C=1C=C(C=C(C1)OC(F)(F)F)C1CCC2(CN(C2)C(=O)C2CC(C2)(C)O)CC1 (7-(3-ethyl-5-(trifluoromethoxy)phenyl)-2-azaspiro[3.5]non-2-yl)((1s,3s)-3-hydroxy-3-methylcyclobutyl)methanone